C(C1=CC=CC=C1)N1C(NC2=NC=C(C(=C21)C)C=2C(=NOC2C)C)=O 1-benzyl-6-(3,5-dimethylisoxazol-4-yl)-7-methyl-1H-imidazo[4,5-b]pyridin-2(3H)-one